NN1C(=NC(=C1C(=O)O)C1=CC=C(C=C1)C(NC1=NC=CC(=C1)C(C)C)=O)[C@H]1N(CCCC1)C(=O)OC(C)(C)C (S)-1-amino-2-(1-(tert-butoxycarbonyl)piperidin-2-yl)-4-(4-((4-isopropylpyridin-2-yl)carbamoyl)phenyl)-1H-imidazole-5-carboxylic acid